N-[(6-Amino-2-pyridyl)sulfonyl]-6-[2-(dimethylamino)pyrimidin-5-yl]-2-(2,4,6-trimethylphenoxy)pyridin-3-carboxamid NC1=CC=CC(=N1)S(=O)(=O)NC(=O)C=1C(=NC(=CC1)C=1C=NC(=NC1)N(C)C)OC1=C(C=C(C=C1C)C)C